((8S)-4-amino-6-methylene-5-(quinolin-3-yl)-6,7,8,9-tetrahydropyrimido[5,4-b]indol-8-yl-9-d)carbamic acid tert-butyl ester C(C)(C)(C)OC(N[C@@H]1C(C=2C3=C(N(C2C(C1)=C)C=1C=NC2=CC=CC=C2C1)C(=NC=N3)N)[2H])=O